N-(4-(4-amino-5-(3-fluoro-4-((2-methylpyrimidin-4-yl)oxy)phenyl)pyrazolo[5,1-f][1,2,4]triazin-6-yl)phenyl)-2-fluoroacrylamide NC1=NC=NN2C1=C(C(=N2)C2=CC=C(C=C2)NC(C(=C)F)=O)C2=CC(=C(C=C2)OC2=NC(=NC=C2)C)F